CC1([C@@H](COC1)N1C(=NC2=C1C=C(C=C2)C(=O)O)CC2=C(C=C(C(=C2)F)C2=NC(=CC=C2)OCC=2SC(=NN2)OCC)F)C (S)-1-(4,4-dimethyltetrahydrofuran-3-yl)-2-(4-(6-((5-ethoxy-1,3,4-thiadiazol-2-yl)methoxy)pyridin-2-yl)-2,5-difluorobenzyl)-1H-benzo[d]imidazole-6-carboxylic acid